C(=O)(O)CCCCCCCCCCCCCCCCNC(=O)OCC1C2=CC=CC=C2C=2C=CC=[C+]C12 9-((((16-carboxyhexadecyl)carbamoyl)oxy)methyl)-9H-fluoren-1-ylium